N,N,N-trimethyl-adamantylammonium chloride [Cl-].C[N+](C)(C)C12CC3CC(CC(C1)C3)C2